(S)-2,7-diazaspiro[4.5]decane-7-carboxylic acid tert-butyl ester C(C)(C)(C)OC(=O)N1C[C@]2(CCNC2)CCC1